C(N)(=O)C1N(CC(C1)F)C(=O)[O-] 2-carbamoyl-4-fluoropyrrolidine-1-carboxylate